2-(2,6-dioxopiperidin-3-yl)-4,7-difluoro-5-(4-((1-(4-(1-(4-hydroxyphenyl)-2-Phenylbut-1-en-1-yl)phenyl)piperidin-4-yl)methyl)piperazin-1-yl-2,2,3,3,5,5,6,6-d8)isoindoline-1,3-dione O=C1NC(CCC1N1C(C2=C(C=C(C(=C2C1=O)F)N1C(C(N(C(C1([2H])[2H])([2H])[2H])CC1CCN(CC1)C1=CC=C(C=C1)C(=C(CC)C1=CC=CC=C1)C1=CC=C(C=C1)O)([2H])[2H])([2H])[2H])F)=O)=O